CC1=NC=CC(=C1C=1C=C2C(=NC1)NC=C2C2=CC1=C(C(NCCO1)=O)C=C2)C 8-(5-(2,4-dimethylpyridin-3-yl)-1H-pyrrolo[2,3-b]pyridin-3-yl)-3,4-dihydrobenzo[f][1,4]oxazepin-5(2H)-one